CNC(C1=CC=C(C=C1)OC1=NC(=NC(=C1C)C1=C(C=CC=C1)C)NS(=O)(=O)C=1C=NN(C1)C)=O N-methyl-4-[5-methyl-2-[(1-methylpyrazol-4-yl)sulfonylamino]-6-(o-tolyl)pyrimidin-4-yl]oxy-benzamide